C(C1=CC=CC=C1)N1N=C2C(C=C(C3=C2C(OC(=N3)C=3N(N=C(C3)C(F)(F)F)C3=NC=CC=C3Cl)=O)C)=C1 2-benzyl-7-[2-(3-chloro-2-pyridinyl)-5-(trifluoromethyl)pyrazol-3-yl]-5-methyl-pyrazolo[3,4-f][3,1]benzoxazin-9-one